2-[(2R,5R)-2-[(Azetidin-1-yl)carbonyl]-5-methylpiperazin-1-yl]-1-{6-benzyl-3,3-dimethyl-1H,2H,3H-pyrrolo[3,2-c]pyridin-1-yl}ethan-1-one, hydrochloride salt Cl.N1(CCC1)C(=O)[C@@H]1N(C[C@H](NC1)C)CC(=O)N1CC(C=2C=NC(=CC21)CC2=CC=CC=C2)(C)C